CN1C(=NC=C1C(=O)O)CN1C[C@H](CC1)N1C(N(C=2C1=NC=CC2)C2=CC=C(C=C2)OC2=CC=CC=C2)=O (S)-1-methyl-2-((3-(2-oxo-1-(4-phenoxyphenyl)-1,2-dihydro-3H-imidazo[4,5-b]pyridin-3-yl)pyrrolidin-1-yl)methyl)-1H-imidazole-5-carboxylic acid